epoxy-1,2-epoxydecane C12C(CCCCCCCC)(O1)O2